C(C)C(COC([C@@H](N[P@@](=O)(OC1=CC=CC=C1)OC[C@H]1O[C@@]([C@@H]([C@@H]1O)O)(C#N)C1=CC=C2C(=NC=NN21)N)CC2=CC=CC=C2)=O)CC N-((S)-(((2R,3S,4R,5R)-5-(4-aminopyrrolo[2,1-f][1,2,4]triazine-7-yl)-5-cyano-3,4-dihydroxytetrahydrofuran-2-yl)methoxy)(phenoxy)phosphoryl)-L-phenylalanine-2-ethylbutyl ester